2,5-dimethyl-6,8-dihydro-1,3,7,8b-tetraaza-as-indacene-7-carboxylic acid tert-butyl ester C(C)(C)(C)OC(=O)N1CC=2C(=CC3=NC(=NN3C2C1)C)C